(S)-6-(2-methylmorpholino)quinoline-4-carboxylic acid C[C@@H]1OCCN(C1)C=1C=C2C(=CC=NC2=CC1)C(=O)O